Methyl (R)-1-methyl-5-(3-methylmorpholinyl)-1H-pyrazolo[4,3-b]pyridine-7-carboxylate CN1N=CC2=NC(=CC(=C21)C(=O)OC)N2[C@@H](COCC2)C